azodicarboxylic acid di-tertbutyl ester C(C)(C)(C)OC(=O)N=NC(=O)OC(C)(C)C